N1-(2-(dimethylamino)ethyl)-N4-(4-(7-fluoro-2-methylbenzo[d]oxazole-5-yl)pyrimidin-2-yl)-5-methoxy-N1-methylbenzene-1,2,4-triamine CN(CCN(C=1C(=CC(=C(C1)OC)NC1=NC=CC(=N1)C=1C=C(C2=C(N=C(O2)C)C1)F)N)C)C